ClC1=CC=C(C=C1)N1N=C(C=C1)OCC1=C(C=CC=C1)NO N-(2-((1-(4-chlorophenyl)-1H-pyrazol-3-yloxy)methyl)phenyl)hydroxylamine